copper (II) acetate monohydrate O.C(C)(=O)[O-].[Cu+2].C(C)(=O)[O-]